ClC=1N=CC2=C(C=CC(=C2C1)C(C)C)N1CC(C1)NS(=O)(=O)C N-(1-(3-Chloro-5-isopropylisoquinolin-8-yl)azetidin-3-yl)methanesulfonamide